BrC1=CC(=CC=2C(=C(OC21)C)CO)Cl (7-bromo-5-chloro-2-methylbenzofuran-3-yl)methanol